N[C@H](C(=O)N1CC2=NN(C=C2C1)S(=O)(=O)C1=CC2=C(N=CS2)C=C1)C=1C(=NC=CC1)C (2S)-2-amino-1-[2-(1,3-benzothiazole-6-sulfonyl)-2H,4H,5H,6H-pyrrolo[3,4-c]pyrazol-5-yl]-2-(2-methylpyridin-3-yl)ethan-1-one